7-(2-methylpyrimidin-4-yl)-4-oxo-3,4-dihydroquinazolin CC1=NC=CC(=N1)C1=CC=C2C(NC=NC2=C1)=O